4-(4'-chloro-2'-methyl-[1,1'-biphenyl]-4-yl)-1H-1,2,3-triazole-5-carboxylic acid ClC1=CC(=C(C=C1)C1=CC=C(C=C1)C=1N=NNC1C(=O)O)C